FC=1C=NC(=NC1)C(=O)OC methyl 5-fluoropyrimidine-2-carboxylate